OC1=C2C=C(C(OC2=CC(=C1)C(C)(CCCCCCC)C)=O)CC1=C(C=CC=C1)[O-] 2-{[5-hydroxy-2-oxo-7-(2-methylnonan-2-yl)-2H-chromen-3-yl]methyl}phenolate